FC1=C(OC2=C(N=C(S2)C(=O)OC)C)C=CC(=C1)N1N=C2N(C1=O)C(CC2)C2=CC=CC=C2 methyl 5-(2-fluoro-4-(3-oxo-5-phenyl-6,7-dihydro-3H-pyrrolo[2,1-c][1,2,4]triazol-2(5H)-yl)phenoxy)-4-methylthiazole-2-carboxylate